BrC1=CC(=C(C=C1C)N1C(C=CC2=CC(=CC=C12)S(=O)(=O)N(C1=NC=CC=N1)CC1=CC=C(C=C1)OC)=O)OC (P)-1-(4-bromo-2-methoxy-5-methylphenyl)-N-(4-methoxybenzyl)-2-oxo-N-(pyrimidin-2-yl)-1,2-dihydroquinoline-6-sulfonamide